C(#N)C1=CNC2=C(C=CC(=C12)C)NS(=O)(=O)C1=CC=C(C(=O)O)C=C1 4-[(3-cyano-4-methyl-1H-indol-7-yl)sulfamoyl]benzoic acid